ClC=1C=C2C(N(C(=NC2=CC1)NC1=C(C=CC=C1)F)C1=CC=CC=C1)=O 6-chloro-2-(2-fluoroanilino)-3-phenylquinazolin-4(3H)-one